FC1=CC2=C(C(=C(O2)C)C(=O)NC2(CCOCC2)CO)C=C1OCC1=C(N=CS1)C 6-fluoro-N-(4-(hydroxymethyl)tetrahydro-2H-pyran-4-yl)-2-methyl-5-((4-methylthiazol-5-yl)methoxy)benzofuran-3-carboxamide